CC1=NC2=CC=CC=C2C(=N1)N1CCC(CC1)CCP(O)(O)=O (2-(1-(2-methylquinazolin-4-yl)piperidin-4-yl)ethyl)phosphonic acid